ethyl Phthalate (ethyl Phthalate) C(C)C1=C(C(C(=O)O)=CC=C1)C(=O)O.C(C=1C(C(=O)O)=CC=CC1)(=O)OCC